9H-purine-6-yl-benzamide N1=CN=C2NC=NC2=C1C1=C(C(=O)N)C=CC=C1